(R)-2-pyridylpropylamine N1=C(C=CC=C1)CCCN